BrC1=CC2=NC(=C3C(=C2S1)N(C(=N3)CN3CCN(CC3)C)C)N 7-bromo-1-methyl-2-((4-methylpiperazin-1-yl)methyl)-1H-imidazo[4,5-d]thieno[3,2-b]pyridin-4-amine